(4-aminocyclohexyl)-5-chlorobenzofuran-2-carboxamide NC1CCC(CC1)C1=C(OC2=C1C=C(C=C2)Cl)C(=O)N